CN1N=C(C2=CC=CC(=C12)N1CCC(CC1)CC1CCNCC1)N1C(NC(CC1)=O)=O 1-[1-methyl-7-[4-(4-piperidylmethyl)-1-piperidyl]indazol-3-yl]hexahydropyrimidine-2,4-dione